C1(=CC=CC=C1)NC(C[Si](OC)(OC)OC)C N-phenyl-β-aminopropyltrimethoxysilane